4-(5-(4-(1H-indol-3-yl)piperidin-1-yl)thiazolo[5,4-b]pyridin-2-yl)morpholine hydrochloride Cl.N1C=C(C2=CC=CC=C12)C1CCN(CC1)C1=CC=C2C(=N1)SC(=N2)N2CCOCC2